OC1=CC=C(C=C1)[C@@H]([C@H](C)N1CCC(CC1)(C1=CC=CC=C1)O)O (1S,2S)-1-(4-hydroxy-phenyl)-2-(4-hydroxy-4-phenylpiperidino)-1-propanol